1-{4-[(3S)-2,3-dihydro[1,4]dioxino[2,3-b]pyridin-3-yl]benzyl}piperidine-4-carbonitrile O1C[C@@H](OC2=NC=CC=C21)C2=CC=C(CN1CCC(CC1)C#N)C=C2